N-benzyl-1-[(2-chloroacetyl)(3-chloro-4-methoxyphenyl)amino]-4,4-difluorocyclohexane-carboxamide C(C1=CC=CC=C1)NC(=O)C1(CCC(CC1)(F)F)N(C1=CC(=C(C=C1)OC)Cl)C(CCl)=O